OC(C(=O)NC1CCNCC1)(C)C1=CC=CC=C1 2-hydroxy-2-phenyl-N-(piperidin-4-yl)propionamide